ClC1=C(C=CC(=C1)Cl)S(=O)(=O)N1CC(C1)(CNC1COC1)COC1=CC(=C(C#N)C=C1)F 4-((1-((2,4-Dichlorophenyl)sulfonyl)-3-((oxetan-3-ylamino)methyl)azetidin-3-yl)methoxy)-2-fluorobenzonitrile